COCCSCCC(=O)O 3-[(2-methoxyethyl)thio]propionic acid